bi-phenyl-amine C=1(C(=CC=CC1)N)C1=CC=CC=C1